C(C)(C)C1CN(CC1)C(=O)N 3-isopropyl-pyrrolidine-1-carboxamide